8-[(R)-1-aminoethyl]-3-methyl-6-methyl-2-(5-methyl-2-pyrimidinyl)-4(3H)-quinazolinone N[C@H](C)C=1C=C(C=C2C(N(C(=NC12)C1=NC=C(C=N1)C)C)=O)C